ClC1=CC2=C(N=C3N2[C@H]2C4=C(C(N([C@@H]3C2)C)=O)C=CC=C4C#C[Si](C(C)C)(C(C)C)C(C)C)C=C1 (7R,14R)-11-chloro-6-methyl-1-((triisopropylsilyl)ethynyl)-6,7-dihydro-7,14-methanobenzo[f]benzo[4,5]imidazo[1,2-a][1,4]diazocin-5(14H)-one